ClC=1C=C(C(=NC1)C1=NN=C(C2=CC=CC=C12)N[C@H]1CN(CCC1)C)OCOC 4-[5-chloro-3-(methoxymethoxy)-2-pyridyl]-N-[(3R)-1-methyl-3-piperidyl]phthalazin-1-amine